C(C)(C)(C)[Si](OCC1OC1)(C)C tert-butyl-(dimethyl)(oxiran-2-ylmethoxy)silane